ClC1=C2C=C(N(C2=CC=C1Cl)COCC[Si](C)(C)C)C(=O)N1C[C@@H](CC1)NC(OC(C)(C)C)=O tert-butyl (R)-(1-(4,5-dichloro-1-((2-(trimethylsilyl)ethoxy)methyl)-1H-indole-2-carbonyl)pyrrolidin-3-yl)carbamate